trilithium citrate C(CC(O)(C(=O)[O-])CC(=O)[O-])(=O)[O-].[Li+].[Li+].[Li+]